tert-butyl (1-(2-((2-(2,6-dioxopiperidin-3-yl)-1,3-dioxoisoindolin-5-yl)oxy)ethyl)piperidin-4-yl)carbamate O=C1NC(CCC1N1C(C2=CC=C(C=C2C1=O)OCCN1CCC(CC1)NC(OC(C)(C)C)=O)=O)=O